C(#C)C1=NC(OC2=C1C=CC(=C2)C)(C)COC 4-ethynyl-2-(methoxymethyl)-2,7-dimethyl-2H-benzo[e][1,3]oxazine